3-(Cyclopentyloxy)-5-methylbenzoic acid C1(CCCC1)OC=1C=C(C(=O)O)C=C(C1)C